C1(CC1)C=1C=CC(=NC1CC1=CC=C(C=C1)F)C(=O)N[C@@](C(=O)OCC)(CCOCCOCCOCCNC1=CC=C(C2=NON=C21)[N+](=O)[O-])CC Ethyl (R)-2-(5-cyclopropyl-6-(4-fluorobenzyl)picolinamido)-2-ethyl-4-(2-(2-(2-((7-nitrobenzo[c][1,2,5]oxadiazol-4-yl)amino)ethoxy)ethoxy)ethoxy)butanoate